1-((3-(2-chloropyridin-4-ylethynyl)pyridin-4-yl)mercapto)-1-cyclobutanepropionic acid ClC1=NC=CC(=C1)C#CC=1C=NC=CC1SC1(CCC1)CCC(=O)O